2-(2-Phenyloxyethoxy)ethanol C1(=CC=CC=C1)OCCOCCO